C(#N)C=1C=CC(=C(C1)NS(=O)(=O)C=1C=C(C(=O)OC)C=CC1OC)N1C[C@@H](CCC1)O (R)-methyl 3-(N-(5-cyano-2-(3-hydroxypiperidin-1-yl) phenyl) sulfamoyl)-4-methoxybenzoate